Methyl-cyclopentadienyl-sodium CC1(C=CC=C1)[Na]